potassium bisulphite salt S([O-])(O)=O.[K+]